3-isopropyl-N-(4-methoxybenzyl)-1-methyl-6-(2-propoxypyridin-3-yl)-1H-pyrazolo[3,4-b]pyridin-4-amine C(C)(C)C1=NN(C=2N=C(C=C(C21)NCC2=CC=C(C=C2)OC)C=2C(=NC=CC2)OCCC)C